Cl.N1(CCC1)C1CCN(CC1)C1=CC=C2C(=NN=C(C2=C1)N[C@H](C)C1=C(C(=CC=C1)C(F)F)C)C (R)-7-(4-(azetidin-1-yl)piperidin-1-yl)-N-(1-(3-(difluoromethyl)-2-methylphenyl)ethyl)-4-methylphthalazin-1-amine hydrochloride salt